Octamethyl-Cyclotetrasiloxane C[Si]1(O[Si](O[Si](O[Si](O1)(C)C)(C)C)(C)C)C